(3R)-3-{[7-chloro-2-(4-methoxyphenyl)[1,2,4]triazolo[1,5-c]quinazolin-5-yl]amino}azepan-2-one ClC1=CC=CC=2C=3N(C(=NC12)N[C@H]1C(NCCCC1)=O)N=C(N3)C3=CC=C(C=C3)OC